FC1=CC=C(C=C1)C1=NOC(=C1COC=1N=CC(=NC1)C=1C=C2N(C(N1)=O)CCN2C)C 7-(5-((3-(4-fluorophenyl)-5-methylisoxazol-4-yl)methoxy)pyrazin-2-yl)-1-methyl-2,3-dihydroimidazo[1,2-c]pyrimidin-5(1H)-one